C(#N)C=1C=C(C=CC1)C=1N=C(SC1C1=CC(=NC(=C1)C)C)NC(=O)N1CCC2(CNC(N2)=O)CC1 N-[4-(3-Cyanophenyl)-5-(2,6-dimethyl-4-pyridyl)thiazol-2-yl]-2-oxo-1,3,8-triazaspiro[4.5]decan-8-carboxamid